ethylphosphocholine C(C)OP(=O)([O-])OCC[N+](C)(C)C